C(C1=CC=CC=C1)N1CCC(CC1)(C#N)C=1C(=NC=C(C1)F)Cl 1-benzyl-4-(2-chloro-5-fluoro-3-pyridyl)piperidine-4-carbonitrile